FC=1C=CC(=C(C1)C1CCN(CC1)C1COC2(CN(C2)C=2SC=NN2)C1)OC[C@H]1COCC1 7-(4-(5-fluoro-2-(((R)-tetrahydrofuran-3-yl)methoxy)phenyl)piperidin-1-yl)-2-(1,3,4-thiadiazol-2-yl)-5-oxa-2-azaspiro[3.4]octane